C(C)(C)(C)OC(NCCOCCOCCOCCNS(=O)(=O)C1=CC(=C(C=C1)[N+](=O)[O-])OC)=O.CN1CC(C1)(OC1=C(C(=C(C=C1)F)F)F)C 1,3-dimethyl-3-(2,3,4-trifluorophenoxy)azetidine tert-Butyl-N-[2-[2-[2-[2-[(3-methoxy-4-nitro-phenyl)sulfonylamino]ethoxy]ethoxy]-ethoxy]ethyl]carbamate